ClC=1C=C2C3=C(NC2=CC1)CN(C(C3)C(NC3=CC=C(C=C3)Cl)=O)C(=O)OC(C)(C)C tert-Butyl 6-chloro-3-((4-chlorophenyl)carbamoyl)-3,4-dihydro-1H-pyrido[3,4-b]indole-2(9H)-carboxylate